ClC=1C(=NC(=NC1)NC1=C(C=C(C(=C1)CC)N1CCC(CC1)N1CCNCC1)OC([2H])([2H])[2H])NC1=C(C(=CC=C1)OC)NS(=O)(=O)C N-(2-((5-chloro-2-((5-ethyl-2-(methoxy-d3)-4-(4-(piperazin-1-yl)piperidin-1-yl)phenyl)amino)pyrimidin-4-yl)amino)-6-methoxyphenyl)methanesulfonamide